(2r,3s)-1,4-bis(2-pyrazin-2-ylethylthio)butane-2,3-diol N1=C(C=NC=C1)CCSC[C@@H]([C@@H](CSCCC1=NC=CN=C1)O)O